N(=[N+]=[N-])CC=1N=C2N(C=C(C=C2)C2=NOC(=N2)C(F)(F)F)C1 3-(2-(azidomethyl)imidazo[1,2-a]pyridin-6-yl)-5-(trifluoromethyl)-1,2,4-oxadiazole